C(CCCCCCCCCCCCCCC)(=O)OCC(COC(CCCCCCCCCCCCCCC)=O)OC(CC(CC(=O)OCOC(CC\C(=C\CC=1C(=C2C(OCC2=C(C1OC)C)=O)OCC=C)\C)=O)C)=O 3-Methylglutaric acid (E)-1-(((6-(4-(allyloxy)-6-methoxy-7-methyl-3-oxo-1,3-dihydroisobenzofuran-5-yl)-4-methylhexa-4-enoyl) oxy) methyl) 5-(1,3-bis(palmitoyloxy) propan-2-yl) ester